FC1=CC=C(C=C1)C1=NC(=NC2=CC=CC=C12)C 4-(4-fluorophenyl)-2-methyl-quinazoline